C1(=CC=CC=C1)N1C(=NC2=C1C1=CC=CC=C1C=1C=CC=CC12)C1=CC=C(C=C1)C1=CC=C(C=C1)C1=NC2=C(N1C1=CC=CC=C1)C1=CC=CC=C1C=1C=CC=CC12 bis(1-phenyl-1H-phenanthro[9,10-d]imidazol-2-yl)-1,1'-Biphenyl